C(#N)C=1C(=NC(=NC1)N1CCC(CC1)(C(=O)NC1(CN2CCC1CC2)C)F)OC2=CC=C(C=C2)F 1-(5-cyano-4-(4-fluorophenoxy)pyrimidin-2-yl)-4-fluoro-N-(3-methylquinuclidin-3-yl)piperidine-4-carboxamide